Ethyl (S)-3-amino-3-(2'-(but-3-en-1-yloxy)-4,4'-difluoro-5,6'-dimethyl-[1,1'-biphenyl]-3-yl)propanoate hydrochloride Cl.N[C@@H](CC(=O)OCC)C=1C=C(C=C(C1F)C)C1=C(C=C(C=C1C)F)OCCC=C